COC(C1=C(C(=NC=C1)OC)N1N=CC=C1)=O 2-methoxy-3-(1H-pyrazol-1-yl)isonicotinic acid methyl ester